6-bromo-5-methylpyrazin-2-amine BrC1=C(N=CC(=N1)N)C